L-N-monomethyl-arginine 6-(hexylamino)hexyl-2-hexyldecanoate C(CCCCC)NCCCCCCC(C(=O)O)(CCCCCCCC)CCCCCC.CN[C@@H](CCCNC(N)=N)C(=O)O